O-methoxycinnamic acid COOC(C=CC1=CC=CC=C1)=O